(S)-4-(2,3-dichloro-6-hydroxyphenyl)-1-(1-methyl-1H-1,2,4-triazol-3-yl)pyrrolidin-2-one ClC1=C(C(=CC=C1Cl)O)[C@@H]1CC(N(C1)C1=NN(C=N1)C)=O